[Cl-].OC(C[N+](C)(C)C)COC1=CC=2C(C3=CC=CC=C3SC2C=C1)=O 2-hydroxy-3-(9-oxo-9H-thioxanthen-2-yloxy)-N,N,N-trimethyl-1-propanaminium chloride